2,6-dichloro-5-fluoro-N,N-bis(4-methoxybenzyl)pyridin-3-amine ClC1=NC(=C(C=C1N(CC1=CC=C(C=C1)OC)CC1=CC=C(C=C1)OC)F)Cl